(5R)-3-[difluoro(trimethylsilyl)methyl]-3-ethyl-5-[3-(3-fluorophenyl)-3-hydroxy-propyl]Pyrrolidin-2-one FC(C1(C(N[C@@H](C1)CCC(O)C1=CC(=CC=C1)F)=O)CC)([Si](C)(C)C)F